N1(CCC1)C1=NN=C(C2=CC=C(C=C12)NC(C=C)=O)N1C[C@@H](CC1)NC1=NC=C(C=N1)C#N (R)-N-(4-(azetidin-1-yl)-1-(3-((5-cyanopyrimidin-2-yl)amino)pyrrolidin-1-yl)phthalazin-6-yl)acrylamide